ClC=1C=CC(=C(C1)C1=NOC(=N1)C1CC12CCN(CC2)S(=O)(=O)C2=CSC=C2)OC 1-[3-(5-chloro-2-methoxyphenyl)-1,2,4-oxadiazol-5-yl]-6-(thiophen-3-ylsulfonyl)-6-azaspiro[2.5]octane